tert-butyl (2R)-6-(benzyloxy)-2-{[(tert-butoxycarbonyl)(2-methoxyethyl)amino]methyl}-5-[(2-tert-butoxy-2-oxoethyl)(trifluoroacetyl)amino]-4-fluoro-2,3-dihydro-1H-indole-1-carboxylate C(C1=CC=CC=C1)OC1=C(C(=C2C[C@@H](N(C2=C1)C(=O)OC(C)(C)C)CN(CCOC)C(=O)OC(C)(C)C)F)N(C(C(F)(F)F)=O)CC(=O)OC(C)(C)C